2-(3,5-difluorophenyl)-1-(2,4-dihydroxyphenyl)ethanone FC=1C=C(C=C(C1)F)CC(=O)C1=C(C=C(C=C1)O)O